dimethyl(amino)ethanethiol CCC(S)(N)C